NCCCCCCC 1-aminoheptane